N-(8'-(3-hydroxyazetidin-1-yl)-4'H-spiro[cyclopropane-1,5'-naphtho[2,1-d]isoxazol]-3'-yl)-2-methoxybenzenesulfonamide OC1CN(C1)C1=CC=C2C3(CC=4C(=NOC4C2=C1)NS(=O)(=O)C1=C(C=CC=C1)OC)CC3